N-(3-((2-((5-methyl-1-(1-methylpiperidin-4-yl)-1H-1,2,3-triazol-4-yl)amino)-5-(trifluoromethyl)pyrimidin-4-yl)amino)propyl)oxetane-3-carboxamide CC1=C(N=NN1C1CCN(CC1)C)NC1=NC=C(C(=N1)NCCCNC(=O)C1COC1)C(F)(F)F